N-[(2S)-1-[(2S,4R)-4-hydroxy-2-[5-[[4-(trifluoromethyl)phenyl]methyl]-1H-imidazol-2-yl]pyrrolidin-1-yl]-3,3-dimethyl-1-oxobutan-2-yl]acetamide O[C@@H]1C[C@H](N(C1)C([C@H](C(C)(C)C)NC(C)=O)=O)C=1NC(=CN1)CC1=CC=C(C=C1)C(F)(F)F